S1C=CC=2CNCCC21 4,5,6,7-tetrahydrothieno[3,2-c]pyridine